2-Benzothiazolyl-3-(4-carboxymethoxyphenyl)-5-[4-(2-sulfoethylcarbamoyl)phenyl]-2H-tetrazolium S1C(=NC2=C1C=CC=C2)N2[NH2+]C(=NN2C2=CC=C(C=C2)OCC(=O)O)C2=CC=C(C=C2)C(NCCS(=O)(=O)O)=O